4-[(1S)-1-[[4-(3-isopropoxyphenyl)tetrahydropyran-4-carbonyl]amino]ethyl]benzoic acid C(C)(C)OC=1C=C(C=CC1)C1(CCOCC1)C(=O)N[C@@H](C)C1=CC=C(C(=O)O)C=C1